2-(((5-Bromothiophen-2-yl)methyl)(methyl)amino)-N-(4-ethoxybenzyl)acetamide BrC1=CC=C(S1)CN(CC(=O)NCC1=CC=C(C=C1)OCC)C